ClC=1C=C(C=CC1F)[C@H](NC(=O)[C@@H]1CNC(C1)=O)C1=CC=C(C=C1)C(F)(F)F (S)-N-((R)-(3-chloro-4-fluorophenyl)(4-(trifluoromethyl)phenyl)methyl)-5-oxopyrrolidine-3-carboxamide